(E)-2-((2-formyl-3-((4-methoxybenzyl)oxy)phenoxy)methyl)-N-(1-(2-hydroxy-2-methylpropyl)-6-((4-methylpiperazin-1-yl)methyl)-1,3-dihydro-2H-benzo[d]imidazol-2-ylidene)isonicotinamide C(=O)C1=C(OCC=2C=C(C(=O)/N=C/3\NC4=C(N3CC(C)(C)O)C=C(C=C4)CN4CCN(CC4)C)C=CN2)C=CC=C1OCC1=CC=C(C=C1)OC